7-bromo-2,2-dimethyl-2,3-dihydro-1H-inden-1-one BrC=1C=CC=C2CC(C(C12)=O)(C)C